2-(1-Phenylpiperidin-4-yl)propionic acid C1(=CC=CC=C1)N1CCC(CC1)C(C(=O)O)C